N-(4-benzyl-2-(3,5-diphenyl-2-(trifluoromethyl)-2,3-dihydro-1,3,4-oxadiazol-2-yl)phenyl)-4-methylbenzenesulfonamide C(C1=CC=CC=C1)C1=CC(=C(C=C1)NS(=O)(=O)C1=CC=C(C=C1)C)C1(OC(=NN1C1=CC=CC=C1)C1=CC=CC=C1)C(F)(F)F